OCCN1N=CC(=C1)NC1=NC=C(C(=N1)C1=CN(C2=CC(=CC=C12)NC(C=C)=O)C)C N-[3-[2-[[1-(2-hydroxyethyl)pyrazol-4-yl]amino]-5-methyl-pyrimidin-4-yl]-1-methyl-indol-6-yl]prop-2-enamide